C1CC12CN[C@@H](C2)C2=NC(=NO2)C=2C=CC(=C(C2)NC(=O)C2=CN=C1N2C=CC(=C1)F)C (S)-N-(5-(5-(5-azaspiro[2.4]heptan-6-yl)-1,2,4-oxadiazol-3-yl)-2-methylphenyl)-7-fluoroimidazo[1,2-a]pyridine-3-carboxamide